4-cycloheptyl-N-(4-hydroxy-3-(methylsulfonyl)phenyl)benzamide C1(CCCCCC1)C1=CC=C(C(=O)NC2=CC(=C(C=C2)O)S(=O)(=O)C)C=C1